FC(OC1=NC=CC(=C1)CNC(=O)NC1(CCC(CC1)(F)F)C)F 1-[[2-(difluoromethoxy)pyridin-4-yl]methyl]-3-(4,4-difluoro-1-methylcyclohexyl)urea